(R*)-2-(2-Chloro-4-methylpyridin-3-yl)-6-(4-ethyl-3-(hydroxymethyl)-5-oxo-4,5-dihydro-1H-1,2,4-triazol-1-yl)-7-fluoro-4-(prop-1-en-2-yl)-3,4-dihydroisoquinolin-1(2H)-one ClC1=NC=CC(=C1N1C(C2=CC(=C(C=C2[C@H](C1)C(=C)C)N1N=C(N(C1=O)CC)CO)F)=O)C |o1:15|